(1-(2,3-dihydrobenzo[b][1,4]dioxin-6-yl)-1H-1,2,3-triazol-4-yl)methanol O1C2=C(OCC1)C=C(C=C2)N2N=NC(=C2)CO